2-([5-(3,5-Dimethoxyphenyl)-1-(3-methoxyphenyl)-1H-pyrazol-3-yl]methoxy)-2-methylpropanoic acid COC=1C=C(C=C(C1)OC)C1=CC(=NN1C1=CC(=CC=C1)OC)COC(C(=O)O)(C)C